C(\C=C/C(=O)[O-])(=O)OCCCCCCC(C)C monoisononyl maleate